C1C(CC12CCC2)OC2=CC=C1CCN(CC1=C2)C(C=C)=O 1-(7-(spiro[3.3]heptan-2-yloxy)-3,4-dihydroisoquinolin-2(1H)-yl)prop-2-en-1-one